5,10,15,20-tetrakis(4-carboxyphenyl)porphyrin palladium [Pd].C(=O)(O)C1=CC=C(C=C1)C=1C2=CC=C(N2)C(=C2C=CC(C(=C3C=CC(=C(C=4C=CC1N4)C4=CC=C(C=C4)C(=O)O)N3)C3=CC=C(C=C3)C(=O)O)=N2)C2=CC=C(C=C2)C(=O)O